ethyl 2,4-dihydroxyl-6-methylbenzoate OC1=C(C(=O)OCC)C(=CC(=C1)O)C